IC1=C(C=C2C=CNC2=C1)OC 6-iodo-5-methoxy-1H-indole